ClC1=CC=C(C(=N1)N1CCOCC1)NC(C)C=1C=C(C=C2C(N(C=3N(C12)C=NC3C(=O)N(C)C)C)=O)C 9-(1-((6-chloro-2-morpholinopyridin-3-yl)amino)ethyl)-N,N,4,7-tetramethyl-5-oxo-4,5-dihydroimidazo[1,5-a]quinazoline-3-carboxamide